C1(=CC=CC2=CC=CC=C12)CC(=O)OC naphthaleneacetic acid, methyl ester